C1(CC1)N1CCC(CC1)N1CCC(CC1)C=1C=C(C2=C(N(C(=N2)C2=CC(=C(C=C2)OC)F)C)C1)C 6-(1'-cyclopropyl-[1,4'-bipiperidin]-4-yl)-2-(3-fluoro-4-methoxyphenyl)-1,4-dimethyl-1H-benzo[d]imidazole